C(CCCCCCC)C(CCCCCCCC)OC(CCCCCCCOC(=O)[C@H]1N(C[C@H](C1)O)CCCCCC(OCCCCCCCCCCC)=O)=O (2s,4s)-4-hydroxy-1-(6-oxo-6-undecyloxy-hexyl)pyrrolidine-2-carboxylic acid [8-(1-octylnonyloxy)-8-oxo-octyl] ester